1-[7-(3-chloro-1-isopropyl-1H-indazol-5-ylmethoxy)-2H-chromen-3-ylmethyl]-3-chloromethyl-azetidine-3-carboxylic acid ethyl ester C(C)OC(=O)C1(CN(C1)CC=1COC2=CC(=CC=C2C1)OCC=1C=C2C(=NN(C2=CC1)C(C)C)Cl)CCl